3-[(6-bromo-4-methyl-3-pyridyl)sulfanyl]-1-ethyl-6-fluoro-4-methyl-indole BrC1=CC(=C(C=N1)SC1=CN(C2=CC(=CC(=C12)C)F)CC)C